N-(3-{1-ethyl-5-[(ethylamino)methyl]-1H-indol-2-yl}prop-2-yn-1-yl)aniline C(C)N1C(=CC2=CC(=CC=C12)CNCC)C#CCNC1=CC=CC=C1